4-(((4-(N-cyclopropylaminosulfonyl)-6-(isoindolin-2-ylmethyl)pyridin-3-yl)oxy)methyl)piperidine-1-carboxamide C1(CC1)NS(=O)(=O)C1=C(C=NC(=C1)CN1CC2=CC=CC=C2C1)OCC1CCN(CC1)C(=O)N